(2-aminoethyl)-N1,N2,N2-trimethylethane-1,2-diamine NCCC(CN(C)C)NC